pyrrolo[3,4-g]indol N1=CC=C2C=CC=3C(=C12)C=NC3